i-butoxysilane C(C(C)C)O[SiH3]